ClC1=NC=C(C(=N1)NC1=NN(C(=C1)C)C)N1C[C@H](N(CC1)C(=O)OC(C)(C)C)C tert-butyl (R)-4-(2-chloro-4-[(1,5-dimethyl-1H-pyrazol-3-yl)amino]pyrimidin-5-yl)-2-methylpiperazine-1-carboxylate